N[C@@H](C(C)C)C(=O)O (S)-valyl alcohol